CC(C=O)CCC1C(=CCCC1(C)C)C 2-methyl-4-(2,6,6-trimethylcyclohex-2-en-1-yl)butanal